2-[(2S,5R)-5-aminotetrahydro-2H-pyran-2-yl]propan-2-ol tert-butyl-1-[(5-bromo-2-nitrophenyl)amino]-6-azabicyclo[3.2.1]octane-6-carboxylate C(C)(C)(C)C1C2(CN(C(CC1)C2)C(=O)OC(C)(C)[C@H]2OC[C@@H](CC2)N)NC2=C(C=CC(=C2)Br)[N+](=O)[O-]